tetrahydro-thiophene 1,1-dioxide S1(CCCC1)(=O)=O